(2S,3S)-2-amino-3-phenylbutyric acid N[C@H](C(=O)O)[C@@H](C)C1=CC=CC=C1